(1R,3S)-3-(3-amino-1H-pyrazol-5-yl)cyclopentyl (1-methylcyclopropyl)carbamate CC1(CC1)NC(O[C@H]1C[C@H](CC1)C1=CC(=NN1)N)=O